2-(3-chlorophenyl)-2-methyl-1-phenylpropyl ((S)-1-(((S)-4-amino-3,4-dioxo-1-((S)-2-oxopyrrolidin-3-yl)butan-2-yl)amino)-3-cyclohexyl-1-oxopropan-2-yl)carbamate NC(C([C@H](C[C@H]1C(NCC1)=O)NC([C@H](CC1CCCCC1)NC(OC(C(C)(C)C1=CC(=CC=C1)Cl)C1=CC=CC=C1)=O)=O)=O)=O